Cl.CC=1N=CSC1C1=CC=C(C=C1)CN [4-(4-methyl-1,3-thiazol-5-yl)phenyl]Methylamine hydrochloride